Iron-aluminum-silicon-zirconium [Zr].[Si].[Al].[Fe]